ClC=1C(=C(C=CC1)NC1=NC=NC2=CC(=C(C=C12)[N+](=O)[O-])F)F N-(3-chloro-2-fluoro-phenyl)-7-fluoro-6-nitro-quinazolin-4-amine